FC1=C(C[C@H]2CC(OC2)=O)C=CC=C1C (S)-4-(2-Fluoro-3-methylbenzyl)oxaolidin-2-one